4-((6-methoxy-3-methyl-7-(1-methyl-1H-pyrazol-3-yl)-1H-pyrrolo[3,2-c]pyridin-1-yl)methyl)aniline COC1=C(C2=C(C=N1)C(=CN2CC2=CC=C(N)C=C2)C)C2=NN(C=C2)C